FC=1C(=C2N(C(C=NC2=CC1)=O)CCO)CCNC[C@H]1CN(C(O1)=O)C=1C=CC=2OCC(NC2N1)=O (S)-6-(5-(((2-(6-fluoro-4-(2-hydroxyethyl)-3-oxo-3,4-dihydroquinoxalin-5-yl)ethyl)amino)methyl)-2-oxooxazolidin-3-yl)-2H-pyrido[3,2-b][1,4]oxazin-3(4H)-one